(R)-7-chloro-2-ethyl-8-fluoro-2,3-dihydropyrido[2,3-f][1,4]oxazepine-4(5H)-carboxylic acid tert-butyl ester C(C)(C)(C)OC(=O)N1C[C@H](OC2=C(C1)N=C(C(=C2)F)Cl)CC